(R)-N-(1-cyclobutylethyl)-8-methoxy-7-(3-(pyrrolidin-1-yl)propoxy)-2,3-dihydro-1H-cyclopenta[c]quinolin-4-amine C1(CCC1)[C@@H](C)NC1=NC=2C=C(C(=CC2C2=C1CCC2)OC)OCCCN2CCCC2